C(CCCCCCCCCCC)C1=C(C=CC=C1)S(=O)(=O)O (n-dodecyl)benzenesulfonic acid